C(C)(C)OCCC=1C(=C(C(=O)O)C=CC1)O.C(C=1C(O)=CC=CC1)(=O)O salicylate (2-isopropoxyethyl 2-hydroxybenzoate)